4,6,7-trifluoro-N-Methyl-1H-indole-2-carboxamide FC1=C2C=C(NC2=C(C(=C1)F)F)C(=O)NC